CC1=C(C=CC=C1C)C1=C(C=C(C=C1)C(=O)N1[C@@H](C\C(\C1)=N/OC)CO)C(=O)N1CCOCC1 (2S,4E)-(2',3'-dimethyl-2-(morpholine-4-carbonyl)-[1,1'-biphenyl]-4-yl)(2-(hydroxymethyl)-4-(methoxyimino)pyrrolidin-1-yl)methanone